3-phospha-4-[(3,5-dicyclopropylphenyl)methyl-[2-[(2,3,4,5-tetrafluorophenyl)sulfonyl-[[2-(trifluoromethyl)phenyl]methyl]amino]acetyl]amino]-3-ethoxy-benzoic acid C1(CC1)C=1C=C(C=C(C1)C1CC1)CN(C=1P(CC(C(=O)O)=CC1)OCC)C(CN(CC1=C(C=CC=C1)C(F)(F)F)S(=O)(=O)C1=C(C(=C(C(=C1)F)F)F)F)=O